ethyl 3-((2-(trimethylsilyl)ethoxy)methyl)-3H-thieno[3,2-e]indazole-7-carboxylate C[Si](CCOCN1N=CC=2C3=C(C=CC12)SC(=C3)C(=O)OCC)(C)C